2-(cyclopropylamino)-8-(4-cyclopropylphenyl)-6-(2-methyl-2H-indazol-5-yl)pteridin-7(8H)-one C1(CC1)NC1=NC=2N(C(C(=NC2C=N1)C1=CC2=CN(N=C2C=C1)C)=O)C1=CC=C(C=C1)C1CC1